N,N'-bis(salicyl)ethylenediamine iron (II) [Fe+2].C(C=1C(O)=CC=CC1)NCCNCC=1C(O)=CC=CC1